benzyl (2S)-2-(cyanomethyl)-4-(7-(8-methylnaphthalen-1-yl)-2-(methylthio)-7,8-dihydro-5H-pyrano[4,3-d]pyrimidin-4-yl)piperazine-1-carboxylate C(#N)C[C@@H]1N(CCN(C1)C=1C2=C(N=C(N1)SC)CC(OC2)C2=CC=CC1=CC=CC(=C21)C)C(=O)OCC2=CC=CC=C2